C(#N)CC(=O)N1C[C@@H]([C@@H](CC1)C)N(C=1C2=C(N=CN1)N(C=C2)C(=O)NCCCC(=O)O)C 4-[[4-[[(3R,4R)-1-(2-cyanoacetyl)-4-methyl-3-piperidyl]-methyl-amino]pyrrolo[2,3-d]pyrimidine-7-carbonyl]amino]butanoic acid